5-(piperazin-1-yl)-1,3-dihydro-2H-benzo[d]imidazol N1(CCNCC1)C1=CC2=C(NCN2)C=C1